1-ethynyl-cyclododeca-1,5,9-triene C(#C)C1=CCCC=CCCC=CCC1